NC=1C(=NN(C1)C1(C(CCC1)=O)C)C 2-(4-amino-3-methyl-pyrazol-1-yl)-2-methyl-cyclopentanone